FC1=C(\C=C\2/C3C(N4N2C(CC4(C)C)=O)C=4C=CC=CC4C3)C=CC=C1 (E)-10-(2-Fluorobenzylidene)-3,3-dimethyl-2,3,4a,9,9a,10-hexahydro-1H-indeno[1,2-c]pyrazolo[1,2-a]pyrazol-1-one